NC1=C(C=CC(=C1)F)CCC(=O)OC methyl 3-(2-amino-4-fluoro-phenyl)propanoate